(3S,4S)-8-(5-((3-chloro-2-fluoropyridin-4-yl)thio)-3-(methylsulfinyl)pyrazin-2-yl)-3-methyl-2-oxa-8-azaspiro[4.5]decan-4-amine ClC=1C(=NC=CC1SC=1N=C(C(=NC1)N1CCC2([C@@H]([C@@H](OC2)C)N)CC1)S(=O)C)F